COCC(CCC(C)C)(CCC(C)C)COC 5,5-bis(methoxymethyl)-2,8-dimethylnonane